CC1=C(C=C(C(=C1)C(CC1=C(C=C(C=C1F)F)F)=O)C)NC(OC)=O methyl (2,5-dimethyl-4-(2-(2,4,6-trifluorophenyl)acetyl)phenyl)carbamate